The molecule is an amino oligosaccharide that is an undecasaccharide in which two tetrasaccharide branches, each formed from fucose, galactose, N-acetylglucosamine and mannose residues linked alpha(1->2), beta(1->3) and beta(1->2) respectively, are linked alpha(1->3) and alpha(1->6) to the mannose residue of a trisaccharide chain consisting of mannose and two N-acetylglucosamine residues all linked beta(1->4) with a beta-configuration of the anomeric carbon of the N-acetylglucosamine residue at the reducing end. It has a role as an epitope. It is a glucosamine oligosaccharide and an amino oligosaccharide. C[C@H]1[C@H]([C@H]([C@@H]([C@@H](O1)O[C@@H]2[C@H]([C@H]([C@H](O[C@H]2O[C@@H]3[C@H]([C@@H](O[C@@H]([C@H]3O)CO)O[C@H]4[C@H]([C@@H]([C@H](O[C@@H]4OC[C@@H]5[C@H]([C@@H]([C@@H]([C@@H](O5)O[C@@H]6[C@H](O[C@H]([C@@H]([C@H]6O)NC(=O)C)O[C@@H]7[C@H](O[C@H]([C@@H]([C@H]7O)NC(=O)C)O)CO)CO)O)O[C@@H]8[C@H]([C@H]([C@@H]([C@H](O8)CO)O)O)O[C@H]9[C@@H]([C@H]([C@@H]([C@H](O9)CO)O)O[C@H]1[C@@H]([C@H]([C@H]([C@H](O1)CO)O)O)O[C@H]1[C@H]([C@@H]([C@@H]([C@@H](O1)C)O)O)O)NC(=O)C)O)CO)O)O)NC(=O)C)CO)O)O)O)O)O